N-(5-amino-6-methylpyridin-3-yl)-2-((1S,4R)-2-azabicyclo[2.2.1]heptan-2-yl)acetamide NC=1C=C(C=NC1C)NC(CN1[C@H]2CC[C@@H](C1)C2)=O